tert-butyl cis-1-((1H-1,2,4-triazol-1-yl)methyl)-3-methyl-6-azabicyclo[3.1.1]heptane-6-carboxylate N1(N=CN=C1)CC12CC(CC(N1C(=O)OC(C)(C)C)C2)C